hydroxypropyl-L-glutamin OCCCN[C@@H](CCC(N)=O)C(=O)O